COC=1C=C(CN(C2=CC=C(C=C2)COCCOCCN2CCOCC2)CC2=CC(=CC=C2)N2CCN(CC2)C)C=CC1 N-(3-methoxybenzyl)-N-(3-(4-methylpiperazin-1-yl)benzyl)-4-((2-(2-morpholinoethoxy)ethoxy)methyl)aniline